C(C)OC(COC1=C2C(=CC=3OC=4C=C(C(=C(C4C(C13)=O)CC=C(C)C)OC)OC(C)=O)OC(C=C2)(C)C)=O Ethyl-2-((9-acetoxy-8-methoxy-2,2-dimethyl-7-(3-methylbut-2-en-1-yl)-6-oxo-2H,6H-pyrano[3,2-b]xanthen-5-yl)oxy)acetate